ClC=1C=C(C(=NC1)C=1C(=C(C=NC1)CC1=C(C(=NC=C1)NCC1=C(C=C(C=C1)OC)OC)F)C)F 4-[[5-(5-chloro-3-fluoro-2-pyridyl)-4-methyl-3-pyridyl]methyl]-N-[(2,4-dimethoxyphenyl)methyl]-3-fluoro-pyridin-2-amine